COCCOC1=CC=C(C=C1)C1CNC(N1C1=CC2=C(NC=N2)C=C1)=O 5-(4-(2-methoxyethoxy)phenyl)-1-(1H-benzo[d]imidazol-5-yl)imidazolidin-2-one